CC1=C(N=C2N(C1=O)C=C(C=C2[C@@H](C)NC2=C(C(=O)O)C=CC=C2)C)N2CC(C(C2)(F)F)(F)F (R)-2-((1-(3,7-dimethyl-4-oxo-2-(3,3,4,4-tetrafluoropyrrolidin-1-yl)-4H-pyrido[1,2-a]pyrimidin-9-yl)ethyl)amino)benzoic acid